Methyl 5-(4-chlorobenzo[d]oxazol-2-yl)-2-(7-fluoro-3,4-dihydrobenzo[b][1,4]oxazepine-5(2H)-yl)isonicotinate ClC1=CC=CC2=C1N=C(O2)C2=CN=C(C=C2C(=O)OC)N2C1=C(OCCC2)C=CC(=C1)F